(3S,4R)-1-methyl-4-[1-methyl-5-(trifluoromethyl)pyrazol-3-yl]-2-oxo-N-(2,3,4-trifluorophenyl)pyrrolidine-3-carboxamide CN1C([C@@H]([C@H](C1)C1=NN(C(=C1)C(F)(F)F)C)C(=O)NC1=C(C(=C(C=C1)F)F)F)=O